(2-AMINO-2-OXOETHOXY)ACETIC ACID NC(COCC(=O)O)=O